C1(CCCC1)S(=O)(=O)C=1N=CC2=C(N1)C1(CN(C2=O)CCC(=O)NC(C(=O)N)CC(=O)NC)CCOCC1 2-(3-(2'-(cyclopentanesulfonyl)-5'-oxo-2,3,5,6-tetrahydro-5'H-spiro[pyran-4,8'-pyrido[4,3-d]pyrimidin]-6'(7'H)-yl)propionamido)-N4-methylsuccinamide